C1(CC1)OC1=NC(=NS1)C1(CCNCC1)C 4-[5-(Cyclopropoxy)-1,2,4-thiadiazol-3-yl]-4-methylpiperidine